C1(=CC=CC=C1)P([C@H]1[C@@H](CCCC1)N)C1=CC=CC=C1 (1R,2R)-2-(diphenylphosphino)cyclohexylamine